3,6-diaminopyrazine-2,5-dioic acid NC=1C(=NC(=C(N1)C(=O)O)N)C(=O)O